C(CC)OC(CCCCCCC(CC)OCC1=CC=CC=C1)OCCC 10,10-dipropyloxy-3-benzyloxydecane